C1(=CC=CC=C1)[C@H]1[C@@H](COC1)N1C(C2=CC=CC=C2C1=O)=O 2-(trans-4-phenyltetrahydrofuran-3-yl)isoindoline-1,3-dione